tert-butyl (6,6-difluorospiro[3.3]heptan-2-yl)(2-oxoethyl)carbamate FC1(CC2(CC(C2)N(C(OC(C)(C)C)=O)CC=O)C1)F